[3-(dodecanoylamino)propyl](hydroxy)dimethylammonium C(CCCCCCCCCCC)(=O)NCCC[N+](C)(C)O